tert-butyl 5-nitrosalicylate [N+](=O)([O-])C1=CC=C(C(C(=O)OC(C)(C)C)=C1)O